bis{(2-nitrobenzyloxy)carbonyl}hexane [N+](=O)([O-])C1=C(COC(=O)C(CCCCC)C(=O)OCC2=C(C=CC=C2)[N+](=O)[O-])C=CC=C1